C1(=CC=C(C=C1)C1=CC(C(C=C1)OC1=CC=C(N)C=C1)=C(C)C)C1=CC(C(C=C1)OC1=CC=C(N)C=C1)=C(C)C 4,4'-[1,4-phenylenebis[(1-methylethylidene)-4,1-phenyleneoxy]]Dianiline